O1[C@@H](CCCC1)COS(=O)(=O)C(F)(F)F (2S)-trifluoromethanesulfonic acid tetrahydro-2H-pyran-2-ylmethyl ester